5-benzoylamino-3-(1-(3-pentyl)-1,2,3,6-tetrahydropyridin-4-yl)-1H-indole C(C1=CC=CC=C1)(=O)NC=1C=C2C(=CNC2=CC1)C=1CCN(CC1)C(CC)CC